bisphthalazinone phosphate P(=O)(O)(O)O.C1(NN=CC2=CC=CC=C12)=O.C1(NN=CC2=CC=CC=C12)=O